4-(2-(1-(4-((2,6-dioxopiperidin-3-yl)amino)phenyl)piperidin-4-yl)ethyl)piperidine-1-carboxylic acid O=C1NC(CCC1NC1=CC=C(C=C1)N1CCC(CC1)CCC1CCN(CC1)C(=O)O)=O